C(C)S(=O)(=O)NC1=CC(=C(OC=2C=C(OCCOC3CCN(CC3)C=3N=CC(=NC3)C(=O)O)C=CC2)C=C1)C=1C2=C(C(N(C1)C)=O)NC=C2 5-[4-[2-[3-[4-(ethylsulfonylamino)-2-(6-methyl-7-oxo-1H-pyrrolo[2,3-c]pyridin-4-yl)phenoxy]phenoxy]ethoxy]-1-piperidyl]pyrazine-2-carboxylic acid